ClC=1C=C(C=CC1F)NC1=NC=CC2=CC(=C(C=C12)NC(CCCN1C[C@H](CC1)OC)=O)OC (S)-N-(1-((3-chloro-4-fluorophenyl)amino)-6-methoxyisoquinolin-7-yl)-4-(3-methoxypyrrolidin-1-yl)butanamide